NCCCCNC=1C2=C(N=C(N1)C1=CC=NC=C1)C=NC=C2 N-(4-aminobutyl)-2-(pyridin-4-yl)pyrido[3,4-d]pyrimidin-4-amine